FC1=C(C(=O)NCC=2C=C(C(=O)NC(C(=O)N)CCCCNC(C3=CC(=CC(=C3)CNC(C3=C(C=C(C=C3)B3OC(C(O3)(C)C)(C)C)F)=O)CNC(C3=C(C=C(C=C3)B3OC(C(O3)(C)C)(C)C)F)=O)=O)C=C(C2)CNC(C2=C(C=C(C=C2)B2OC(C(O2)(C)C)(C)C)F)=O)C=CC(=C1)B1OC(C(O1)(C)C)(C)C 2,6-Bis(3,5-bis((2-fluoro-4-(4,4,5,5-tetramethyl-1,3,2-dioxaborolan-2-yl)benzamido)methyl)benzamido)hexanamide